ClC=1C=C(C=C(C1F)Cl)C1(CC(=NO1)C1=CC=C(C=2SC=CC21)C(=O)NCC2=NC=CC=N2)C(F)(F)F 4-[5-(3,5-dichloro-4-fluorophenyl)-4,5-dihydro-5-(trifluoromethyl)-3-isoxazolyl]-N-(2-pyrimidinylmethyl)benzo[b]thiophene-7-carboxamide